C(C)(C)(C)OC(=O)N1C[C@H]([C@@H](C1)OCC1=CC=C(C=C1)C(F)(F)F)N1N=C(C=C1)C(=O)OCC ethyl 1-(trans-1-(tert-butoxycarbonyl)-4-(4-(trifluoromethyl)benzyloxy)pyrrolidin-3-yl)-1H-pyrazole-3-carboxylate